(hydroxyphenyl) ethylene benzyl (4-(methyl sulfonyl)-3-(4-(trifluoromethyl)phenyl)-4,5,6,7-tetrahydropyrazolo[1,5-a]pyrimidin-6-yl)carbamate CS(=O)(=O)N1C=2N(CC(C1)NC(OCC1=CC=CC=C1)=O)N=CC2C2=CC=C(C=C2)C(F)(F)F.OC2=C(C=CC=C2)C=C